CC12CC(C(CC1)C2)(C)C 1,3,3-trimethylbicyclo[2.2.1]heptan